6,8-difluoroisochroman-4-ol FC=1C=C2C(COCC2=C(C1)F)O